5-({4-[(dimethylamino)methyl]phenyl}sulfonylamino)-1,3-thiazole-4-carboxylic acid CN(C)CC1=CC=C(C=C1)S(=O)(=O)NC1=C(N=CS1)C(=O)O